S(=O)(=O)([O-])S(=O)(=O)[O-].[K+].[K+] potassium metabisulfate